1-[(5-oxomorpholin-3-yl)methoxy]-7-(prop-2-yloxy)isoquinoline-6-carboxamide O=C1COCC(N1)COC1=NC=CC2=CC(=C(C=C12)OC(C)C)C(=O)N